((5-(2-(2,6-dioxopiperidin-3-yl)-1-oxoisoindolin-4-yl)-1-methyl-1H-pyrazol-3-yl)methyl)picolinamide O=C1NC(CCC1N1C(C2=CC=CC(=C2C1)C1=CC(=NN1C)CC=1C(=NC=CC1)C(=O)N)=O)=O